hexan-propyl-disilazane C(CC)[Si](N[Si](CCC)(CCC)CCC)(CCC)CCC